CC=1SC(=NN1)C1CCNCC1 2-Methyl-5-(piperidin-4-yl)-1,3,4-thiadiazole